2-bromo-1-chloro-3-nitro-benzene BrC1=C(C=CC=C1[N+](=O)[O-])Cl